2-Amino-4-[5-chloro-7-(oxetan-3-ylmethoxy)-1,3-dihydrofuro[3,4-f]quinolin-4-yl]-7-fluoro-benzothiophene-3-carbonitrile NC=1SC2=C(C1C#N)C(=CC=C2F)C2=C1C(=C3C=CC(=NC3=C2Cl)OCC2COC2)COC1